seleno-malonic acid C(CC(=O)O)(=[Se])O